C(C1=CC=CC=C1)(C1=CC=CC=C1)(C1=CC=CC=C1)C1(C(C(=C(C(=C1F)F)F)F)F)[B-](C1=C(C(=C(C(=C1F)F)F)F)F)(C1=C(C(=C(C(=C1F)F)F)F)F)C1=C(C(=C(C(=C1F)F)F)F)F.FC1=C(C(=C(C(=C1[B-](C1=C(C(=C(C(=C1F)F)F)F)F)(C1=C(C(=C(C(=C1F)F)F)F)F)C1=C(C(=C(C(=C1F)F)F)F)F)F)F)F)F.C1(=CC=CC=C1)[C+](C1=CC=CC=C1)C1=CC=CC=C1.C1(=CC=CC=C1)[C+](C1=CC=CC=C1)C1=CC=CC=C1 triphenylcarbenium tetrakis(pentafluorophenyl)borate {trityltetrakis(pentafluorophenyl)borate}